4-methyl-[1,1'-biphenyl] CC1=CC=C(C=C1)C1=CC=CC=C1